6-bromo-5,7-difluoro-indoline-2,3-dione BrC1=C(C=C2C(C(NC2=C1F)=O)=O)F